(n-propylcyclopentadienyl)(rac-ethylcyclopentadienyl)(rac-1-ethylcyclopentadienyl)zirconium C(CC)C1(C=CC=C1)[Zr](C1(C=CC=C1)CC)C1(C=CC=C1)CC